COC=1C=C2C(C(C(OC2=CC1)C1=CC=CC=C1)=O)=O 6-methoxyflavonone